oxazine diacrylate C(C=C)(=O)O.C(C=C)(=O)O.O1NC=CC=C1